C(C)(C)(C)C=1C=C(C=C(C1O)C(C)(C)C)CCC(=O)N(N)C(CCC1=CC(=C(C(=C1)C(C)(C)C)O)C(C)(C)C)=O N,N-bis[β-(3,5-di-tert-butyl-4-hydroxyphenyl)propionyl]hydrazine